1-ethyl-3-(4-((4-(8-(methylamino)-1,7-naphthyridin-3-yl)piperazin-1-yl)methyl)pyridin-2-yl)urea C(C)NC(=O)NC1=NC=CC(=C1)CN1CCN(CC1)C=1C=NC2=C(N=CC=C2C1)NC